(R)-2-(3-(4-fluorophenoxy)azetidin-1-yl)-4-((tetrahydro-2H-pyran-4-yl)amino)-6,7-dihydrothieno[3,2-d]pyrimidine 5-oxide FC1=CC=C(OC2CN(C2)C=2N=C(C3=C(N2)CC[S@]3=O)NC3CCOCC3)C=C1